CCC[Si](OCC)(OCC)OCC 3-propyltriethoxysilane